tert-butyl (1R,5S,6r)-6-(2-thienylcarbonyl)-3-azabicyclo[3.1.0]hexane-3-carboxylate S1C(=CC=C1)C(=O)C1[C@H]2CN(C[C@@H]12)C(=O)OC(C)(C)C